2-[2-hydroxy-4-(2-hydroxy-3-butoxy-propoxy)phenyl]-4,6-bis(2,4-dimethylphenyl)-1,3,5-triazine OC1=C(C=CC(=C1)OCC(COCCCC)O)C1=NC(=NC(=N1)C1=C(C=C(C=C1)C)C)C1=C(C=C(C=C1)C)C